BrC1=C(C(=CC=C1)S(=O)C)C=1C(=CC=CC1)N 2'-bromo-6'-(methylsulfinyl)-[1,1'-biphenyl]-2-amine